Heneicosyl 3,3'-((3-((3-hydroxypropyl)(3-carbonyl-3-(undecanyloxy)propyl)amino)propyl)azanediyl)dipropionate OCCCN(CCCN(CCC(=O)[O-])CCC(=O)OCCCCCCCCCCCCCCCCCCCCC)CCC(OCCCCCCCCCCC)=C=O